C(C)N1CC2N(C3=CC(=C(C=C13)C=O)O)CCC2 5-ethyl-8-hydroxy-1,2,3,3a,4,5-hexahydropyrrolo[1,2-a]quinoxaline-7-carbaldehyde